(R)-4-chloro-N-(1-(4-fluorophenyl)ethyl)phthalazine-1-amine ClC1=NN=C(C2=CC=CC=C12)N[C@H](C)C1=CC=C(C=C1)F